4-(4-(3,4,5-trifluorophenyl)-1H-1,2,3-triazol-1-yl)tetrahydro-2H-pyran-3,5-diyl diacetate C(C)(=O)OC1COCC(C1N1N=NC(=C1)C1=CC(=C(C(=C1)F)F)F)OC(C)=O